C(C)(C)(C)NC(CN1CC2(C1)CN(C2)CC(=O)NC2=CC(=CC(=C2)Cl)Cl)=O N-(tert-butyl)-2-(6-(2-((3,5-dichlorophenyl)amino)-2-oxoethyl)-2,6-diazaspiro[3.3]hept-2-yl)acetamide